N[C@H](C(=O)NC1=C(C=C(C(=C1)C)CO)C)C (2S)-2-amino-N-[4-(hydroxymethyl)-2,5-dimethylphenyl]propanamide